3-bromobutyric acid ethyl ester C(C)OC(CC(C)Br)=O